C(C)N1C(CC[C@@]2(C3C(CCC12)C1CC[C@@H]([C@]1(C[C@]3([2H])O)C)C(C)([2H])O)C)=O (4aR,5S,6aS,7S)-1-ethyl-5-hydroxy-7-(1-hydroxyethyl-1-d)-4a,6a-dimethylhexadecahydro-2H-indeno[5,4-f]quinolin-2-one-5-d